1,1,1,3,3,3-Hexafluoropropan-2-yl (R)-1-((6-(trifluoromethyl)pyridin-3-yl)carbamoyl)-6-azaspiro[2.5]octan-6-carboxylat FC(C1=CC=C(C=N1)NC(=O)[C@@H]1CC12CCN(CC2)C(=O)OC(C(F)(F)F)C(F)(F)F)(F)F